C(C)OCC1(CCN(CCC1)CC1=CC=C(C=C1)CC(=O)N)CCC1=CC=CC=C1 (4-((4-(ethoxymethyl)-4-phenethylazepan-1-yl)methyl)phenyl)acetamide